NC1=CC=C(C=C1)C1CCN(CC1)C(C(C)(C)O)=O 1-(4-(4-aminophenyl)piperidin-1-yl)-2-hydroxy-2-methylpropan-1-one